2-{4-bromo-3-[(3,4-dimethoxyphenyl)methoxy]-5-methylphenyl}propan-2-ol BrC1=C(C=C(C=C1C)C(C)(C)O)OCC1=CC(=C(C=C1)OC)OC